(2-chlorophenyl)-(11,11-dimethyl-11H-benzo[a]fluoren-9-yl)amine ClC1=C(C=CC=C1)NC1=CC=C2C3=CC=C4C(=C3C(C2=C1)(C)C)C=CC=C4